FC=1C=C(CN2C(C=3NN=C(C3C2)NC(C2=CC(=CC=C2)N2CCOCC2)=O)(C)C)C=C(C1)F N-[5-(3,5-difluorobenzyl)-6,6-dimethyl-1,4,5,6-tetrahydropyrrolo[3,4-c]pyrazol-3-yl]-3-morpholinylbenzamide